CC(CC\C=C/CCCCC)OC(=O)C1=C(C(=O)O)C=CC=C1 (Z)-2-((undec-5-en-2-yloxy)carbonyl)benzoic acid